14C-deoxyglucose C([C@H]([C@H]([C@@H](/C=C\O)O)O)O)O